N-methyl-6,9-dioxo-5,8-bis(4-(trifluoromethyl)benzyl)-2,5,8-triazaspiro[3.5]nonane-2-carboxamide CNC(=O)N1CC2(C1)N(C(CN(C2=O)CC2=CC=C(C=C2)C(F)(F)F)=O)CC2=CC=C(C=C2)C(F)(F)F